CCC(C=CC)=O 4-HEXEN-3-ON